C1(CC1)CC1=C(OC2=C1C=CC=C2NC2CCC(CC2)N(C)C)C#CC 3-(3-(cyclopropylmethyl)-7-((4-(dimethylamino)cyclohexyl)amino)benzofuran-2-yl)prop-2-yn